OC=1C=C(C=CC1O)CC(C(=O)O)O (-)-beta-(3,4-dihydroxyphenyl)lactic acid